(S)-3-(isoquinolin-4-yl)-1-(2-methyl-5-(trifluoromethyl)phenyl)-2-oxoimidazolidine-4-carbonitrile C1=NC=C(C2=CC=CC=C12)N1C(N(C[C@H]1C#N)C1=C(C=CC(=C1)C(F)(F)F)C)=O